acryloxynonadecyldichloromethylsilane C(C=C)(=O)OCCCCCCCCCCCCCCCCCCC[SiH2]C(Cl)Cl